ethyl 3-bromoimidazo[1,2-a]pyrimidine-7-carboxylate BrC1=CN=C2N1C=CC(=N2)C(=O)OCC